ClC=1C(=C(C(=O)O)C=CC1)NS(=O)(=O)C1=NN2C(=NC(=CC2=N1)F)OCC 3-chloro-2-[(5-ethoxy-7-fluoro-[1,2,4]triazolo[1,5-c]pyrimidin-2-yl)sulfonylamino]benzoic acid